2-(3,3-difluorocyclobutoxy)-N-(2-(4,4-difluorocyclohexyl)-4-(2,5-difluorophenyl)pyridin-3-yl)pyrimidine-5-carboxamide FC1(CC(C1)OC1=NC=C(C=N1)C(=O)NC=1C(=NC=CC1C1=C(C=CC(=C1)F)F)C1CCC(CC1)(F)F)F